(1S,3S,4S)-2-(4,7-difluoro-1H-indole-2-carbonyl)-5,5-difluoro-N-((R,E)-4-fluoro-4-(methylsulfonyl)-1-((R)-2-oxopyrrolidin-3-yl)but-3-en-2-yl)-2-azabicyclo[2.2.2]octane-3-carboxamide FC1=C2C=C(NC2=C(C=C1)F)C(=O)N1[C@@H]2CC([C@H]([C@H]1C(=O)N[C@H](C[C@@H]1C(NCC1)=O)\C=C(\S(=O)(=O)C)/F)CC2)(F)F